(dimethylfluorenyl)benzene CC=1C(=C(C=2CC3=CC=CC=C3C2C1)C1=CC=CC=C1)C